5-bromo-1,2-difluoro-3-methoxy-benzene BrC=1C=C(C(=C(C1)F)F)OC